BrC1=C(OC=2C1=NC(=CC2NCC=2OC=CN2)Cl)C[C@H](C)NC(OC(C)(C)C)=O tert-butyl N-[(2S)-1-{3-bromo-5-chloro-7-[(1,3-oxazol-2-ylmethyl)amino]furo[3,2-b]pyridin-2-yl} propan-2-yl]carbamate